1-isopropyl-2,3,4,5-tetramethylcyclopenta-1,3-diene C(C)(C)C1=C(C(=C(C1C)C)C)C